CC(C=O)CCC=1C(CCCC1C)(C)C α,2,2,6-Tetramethylcyclohexenebutanal